N-(2-chloro-4-methyl-5-pyridin-2-ylphenyl)-6-azabicyclo[3.1.1]heptane-6-carboxamide ClC1=C(C=C(C(=C1)C)C1=NC=CC=C1)NC(=O)N1C2CCCC1C2